C12(CC1)COC1=C2C(=CC=C1)OC=1N=CC(=NC1)N 5-spiro[2H-benzofuran-3,1'-cyclopropane]-4-yloxy-pyrazin-2-amine